5-(1,1-dimethyl-ethyl)-4-hydroxybenzenepropionic acid octyl ester C(CCCCCCC)OC(CCC1=CC=C(C(=C1)C(C)(C)C)O)=O